2-((5-Acrylamido-4-((2-(dimethylamino)ethyl)(methyl)amino)-2-methoxyphenyl)amino)-N-benzyl-4-(1-methyl-1H-indol-3-yl)pyrimidine-5-carboxamide C(C=C)(=O)NC=1C(=CC(=C(C1)NC1=NC=C(C(=N1)C1=CN(C2=CC=CC=C12)C)C(=O)NCC1=CC=CC=C1)OC)N(C)CCN(C)C